ClC1=C(OC2=NNC(C(=C2)C(C)C)=O)C(=CC(=C1)I)Cl 3-[2,6-Dichloro-4-iodo-phenoxy]-5-isopropyl-1H-pyridazin-6-one